FC(CN1N=NC2=C1C=C(C=C2)C=2C=CN1N=C(N=C(C12)OC)N[C@H]1[C@H](CN(CC1)C(CC)=O)F)F 1-((3S,4r)-4-((5-(1-(2,2-difluoroethyl)-1H-benzo[d][1,2,3]triazol-6-yl)-4-methoxypyrrolo[2,1-f][1,2,4]triazin-2-yl)amino)-3-fluoropiperidin-1-yl)propan-1-one